2-(pyrazine-2-carboxamido)succinamide N1=C(C=NC=C1)C(=O)NC(C(=O)N)CC(=O)N